CC1(CCNO1)C 5,5-dimethyl-dihydro-isoxazole